(E)-(2,6-dimethoxy-4-(2-nitrovinyl)phenyl)(4-fluorobutyl)sulfane COC1=C(C(=CC(=C1)\C=C\[N+](=O)[O-])OC)SCCCCF